10-oxo-9-phenyl-9-(trifluoromethyl)-9,10-dihydro-anthracene-2,3,6,7-tetracarboxylic acid O=C1C=2C=C(C(=CC2C(C2=CC(=C(C=C12)C(=O)O)C(=O)O)(C(F)(F)F)C1=CC=CC=C1)C(=O)O)C(=O)O